(5S,8S)-N-(2-chloro-4-fluorobenzyl)-5-fluoro-8-hydroxy-3,8-dimethyl-5,6,7,8-tetrahydroquinoline-5-carboxamide ClC1=C(CNC(=O)[C@]2(C=3C=C(C=NC3[C@@](CC2)(C)O)C)F)C=CC(=C1)F